1-(3-bromophenyl)-3-(phenyl)urea BrC=1C=C(C=CC1)NC(=O)NC1=CC=CC=C1